C1(=CC=CC2=CC=CC=C12)N[C@@H](C)C(=O)O 1-naphthyl-L-alanine